Methyl 2-([5-(2H-1,3-benzodioxol-5-yl)-1-[(2-chloro-phenyl)methyl]-1H-pyrazol-3-yl]methoxy)-2-methyl-propanoate O1COC2=C1C=CC(=C2)C2=CC(=NN2CC2=C(C=CC=C2)Cl)COC(C(=O)OC)(C)C